FC1=C(C=C(C=C1)CC1=NNC(C2=CC=CC=C12)=O)C1=CC2=C(NC(=N2)NS(=O)(=O)C)C=C1 N-(5-(2-fluoro-5-((4-oxo-3,4-dihydrophthalazin-1-yl)methyl)phenyl)-1H-benzimidazol-2-yl)methanesulfonamide